2-(bicyclo[4.2.0]octan-1(6),2,4-trien-3-yl)-1-(4-chlorophenyl)-3-hydroxypropan-1-one C1=2C=C(C=CC2CC1)C(C(=O)C1=CC=C(C=C1)Cl)CO